2-(6-methoxypyridine-3-carbonyl)-3-methyl-1,2,3,4-tetrahydroisoquinolin-7-ol COC1=CC=C(C=N1)C(=O)N1CC2=CC(=CC=C2CC1C)O